C(C)C(CC)NC1=C(C(=C(C=C1[N+](=O)[O-])C)C)[N+](=O)[O-] N-(ethyl-propyl)-3,4-dimethyl-2,6-dinitroaniline